3-(4-(2,5-Diazabicyclo[2.2.2]octan-2-yl)-8-fluoro-2-(((2S,7aR)-2-fluorotetrahydro-1H-pyrrolizin-7a(5H)-yl)methoxy-d2)pyrido[4,3-d]pyrimidin-7-yl)-5-chloro-4-cyclobutylphenol C12N(CC(NC1)CC2)C=2C1=C(N=C(N2)OC([2H])([2H])[C@@]23CCCN3C[C@H](C2)F)C(=C(N=C1)C=1C=C(C=C(C1C1CCC1)Cl)O)F